2-(2-ethoxy-3-pyridinyl)-5-isopropyl-N-[(5-methoxy-3-pyridinyl)methyl]-7-methyl-imidazo[1,5-b]pyridazin-4-amine C(C)OC1=NC=CC=C1C=1C=C(C=2N(N1)C(=NC2C(C)C)C)NCC=2C=NC=C(C2)OC